octahydropyrrolo[3,4-b]pyridine N1C2C(CCC1)CNC2